tert-butyl (2-ethylhexanoate) C(C)C(C(=O)OC(C)(C)C)CCCC